(S)-4-(1-(3-chlorophenyl)-3-(tetrahydro-2H-pyran-4-yl)-1H-pyrazolo[3,4-d]pyrimidin-4-yl)-3-methylpiperazine-1-carboxylic acid tert-butyl ester C(C)(C)(C)OC(=O)N1C[C@@H](N(CC1)C1=C2C(=NC=N1)N(N=C2C2CCOCC2)C2=CC(=CC=C2)Cl)C